C(C=C)(=O)N1CC(CCC1)C1=C2C3=C(NC2=C(C=C1F)C(=O)N)CCCCC3 1-(1-acryloylpiperidin-3-yl)-2-fluoro-5,6,7,8,9,10-hexahydrocyclohepta[b]indole-4-carboxamide